N-(4-Cyanobenzyl)-6-((1-((1-hydroxy-2-methylpropan-2-yl)sulfonyl)cyclopropyl)methyl)-1-(4-methoxybenzyl)-7-oxo-4,5,6,7-tetrahydro-1H-pyrazolo[3,4-c]pyridine-3-carboxamide C(#N)C1=CC=C(CNC(=O)C2=NN(C=3C(N(CCC32)CC3(CC3)S(=O)(=O)C(CO)(C)C)=O)CC3=CC=C(C=C3)OC)C=C1